COC(CCC1=CC(=C(C(=C1)C(C)(C)C)O)N1N=C2C(=N1)C=CC=C2)=O 3-(3-(2H-benzotriazol-2-yl)-5-tert-butyl-4-hydroxyphenyl)propionic acid methyl ester